4-{(1S,3S)-3-[2-(3-fluorophenyl)-1-methyl-1H-imidazol-4-yl]-2,2-dimethylcyclopropyl}benzene tert-butyl-7-bromo-3,3-dimethyl-2,3-dihydro-1H-pyrido[2,3-b][1,4]oxazine-1-carboxylate C(C)(C)(C)OC(=O)N1C2=C(OC(C1)(C)C)N=CC(=C2)Br.FC=2C=C(C=CC2)C=2N(C=C(N2)[C@@H]2C([C@H]2C2=CC=CC=C2)(C)C)C